FC1([C@H](CN(C[C@H]1C)C=1N=C2N(C(C1)=O)C=C(C=C2C(C)NC2=C(C(=O)O)C=CC=C2)C)C)F 2-((1-(2-((3S,5R)-4,4-difluoro-3,5-dimethylpiperidin-1-yl)-7-methyl-4-oxo-4H-pyrido[1,2-a]pyrimidin-9-yl)ethyl)amino)benzoic acid